C1(=CC=CC2=CC=CC=C12)C1(CC1)C1=C(C(=O)N)C=CC=C1C(=O)N (1-(naphthalen-1-yl)cyclopropyl)isophthalamide